(2R,3S,4S,5S)-4-(aminomethyl)-4-(5-chloro-2-fluorophenyl)-3-(2,3-dichlorophenyl)-5-Neopentylpyrrolidine-2-carboxylate NC[C@]1([C@H]([C@@H](N[C@H]1CC(C)(C)C)C(=O)[O-])C1=C(C(=CC=C1)Cl)Cl)C1=C(C=CC(=C1)Cl)F